trifluoromethanesulfonic acid 3-{(R*)-1-[(S)-1-(2,3-dihydrobenzo[1,4]dioxin-2-yl)methyl]-piperidin-3-yl}phenyl ester O1[C@H](COC2=C1C=CC=C2)CN2C[C@H](CCC2)C=2C=C(C=CC2)OS(=O)(=O)C(F)(F)F |o1:13|